2-isopropyl-N-methyl-1-(6-oxo-7,8-dihydro-5H-1,5-naphthyridin-2-yl)benzimidazole-5-carboxamide C(C)(C)C1=NC2=C(N1C1=NC=3CCC(NC3C=C1)=O)C=CC(=C2)C(=O)NC